C1(CCC1)N1C2CC(CC1CC2)N2CCC(CC2)C=2C=C(C1=C(N(C(=N1)C1=CC=C(C=C1)S(=O)(=O)C)C1CC1)C2)F 6-(1-(8-cyclobutyl-8-azabicyclo[3.2.1]octan-3-yl)piperidin-4-yl)-1-cyclopropyl-4-fluoro-2-(4-(methylsulfonyl)phenyl)-1H-benzo[d]imidazole